OCCOCC[C@H](C)N(S(=O)(=O)C1=C(C=CC=C1)[N+](=O)[O-])C=1C=C2C(=NN(C2=CC1)C1OCCCC1)C1=NC(=NC=C1)S(=O)(=O)C N-[(1S)-3-(2-hydroxyethoxy)-1-methyl-propyl]-N-[3-(2-methylsulfonylpyrimidin-4-yl)-1-tetrahydropyran-2-yl-indazol-5-yl]-2-nitro-benzenesulfonamide